1-(2-fluorophenyl)-1H-pyrazole-3-ol FC1=C(C=CC=C1)N1N=C(C=C1)O